C(C)(C)(C)OC(NC1CCN(CC1)C1=NC(=CC=C1C#N)C1=CC(=C(C=C1)C#N)F)=O (1-(3-cyano-6-(4-cyano-3-fluorophenyl)pyridin-2-yl)piperidin-4-yl)carbamic acid tert-butyl ester